(1-(tert-butoxycarbonyl)-1H-indol-2-yl)pinacol Methyl-(3Z)-3-[[4-[acetyl-[2-(dimethylamino)-2-oxoethyl]amino]anilino]-phenylmethylidene]-2-oxo-1H-indole-6-carboxylate CN1C(\C(\C2=CC=C(C=C12)C(=O)O)=C(\C1=CC=CC=C1)/NC1=CC=C(C=C1)N(CC(=O)N(C)C)C(C)=O)=O.C(C)(C)(C)OC(=O)N1C(=CC2=CC=CC=C12)CC(O)(C)C(C)(C)O